N(=[N+]=[N-])CCC=1NC2=C(N1)C=CC=C2 2-(2-azidoethyl)benzimidazole